methyl 2-((2R,6S)-2,6-dimethylpiperazin-1-yl)acetate C[C@H]1N([C@H](CNC1)C)CC(=O)OC